4-(tert-butoxycarbonylaminomethyl)phenylboronic acid C(C)(C)(C)OC(=O)NCC1=CC=C(C=C1)B(O)O